ClC=1C=NN2C1C(=NC(=C2)C=2C=NN(C2)C)O[C@@H]2[C@@H](CNCCC2)F |r| rac-3-chloro-4-(((3R,4S)-3-fluoroazepan-4-yl)oxy)-6-(1-methyl-1H-pyrazol-4-yl)pyrazolo[1,5-a]pyrazine